(R)-2-(2,2,2-trifluoroethyl-3-oxo-isoxazolidin-4-yl)-benzamide FC(CN1OC[C@H](C1=O)C1=C(C(=O)N)C=CC=C1)(F)F